C(C)NS(=O)(=O)C1=CN=C2N1N=CC=C2OC N-ethyl-8-methoxyimidazo[1,2-b]pyridazine-3-sulfonamide